Br.Br.Br.Cl.Cl.Cl trihydrochloride, trihydrobromide